(S)-1-Boc-3-hydroxymethylpiperazine C(=O)(OC(C)(C)C)N1C[C@H](NCC1)CO